N-(6-chloro-1-(3-(3-hydroxyphenyl)prop-2-yn-1-yl)-3-methyl-2,4-dioxo-1,2,3,4-tetrahydropyrimidin-5-yl)-3,3-diphenylpropanamide ClC1=C(C(N(C(N1CC#CC1=CC(=CC=C1)O)=O)C)=O)NC(CC(C1=CC=CC=C1)C1=CC=CC=C1)=O